1-(3-fluoro-5-(3-(pyrrolidin-1-yl)quinoxaline-6-carbonyl)phenyl)-3-(3-fluorophenyl)urea FC=1C=C(C=C(C1)C(=O)C=1C=C2N=C(C=NC2=CC1)N1CCCC1)NC(=O)NC1=CC(=CC=C1)F